C1(CC1)C1=CC(=NC=2N1N=C(C2)C=2C(=CC(=NC2)[C@H]2[C@@H](C2)C(=O)O)F)C(=O)N2[C@@H](C1=CC=CC=C1CC2)C Trans-2-(5-{7-Cyclopropyl-5-[(1R)-1-methyl-1,2,3,4-tetrahydroisoquinoline-2-carbonyl]pyrazolo[1,5-a]pyrimidin-2-yl}-4-fluoropyridin-2-yl)cyclopropane-1-carboxylic acid